Undec-2,4,6-triene-9-carboxylic acid (R)-1-phenylethyl ester C1(=CC=CC=C1)[C@@H](C)OC(=O)C(CC=CC=CC=CC)CC